C(C)(=O)NC=1C(=NC=C(C1)C(=O)N1CCC(CC1)(F)F)NC1=CC=C(C(=O)OC)C=C1 methyl 4-((3-acetamido-5-(4,4-difluoropiperidine-1-carbonyl)pyridin-2-yl)amino)benzoate